5-(6-chloro-1-[[2-(trimethylsilyl)ethoxy]methyl]pyrrolo[2,3-b]pyridin-3-yl)-1-methylpyridin-2-one ClC1=CC=C2C(=N1)N(C=C2C=2C=CC(N(C2)C)=O)COCC[Si](C)(C)C